C(#N)C(C)N1C(=NC(C1=CCCC#N)=CCCC#N)C1=CC=CC=C1 1-cyanoethyl-2-phenyl-4,5-bis(cyanoethylmethylene)imidazole